2,3,4-triphenylpyridine C1(=CC=CC=C1)C1=NC=CC(=C1C1=CC=CC=C1)C1=CC=CC=C1